ClC=1C(=NC=CC1C1=NC(=C(C=C1)CNC[C@H]1CCC(N1)=O)OC)C1=C(C(=CC=C1)NC1=NC=CC(=C1F)CNC[C@H]1OCC1)Cl (R)-5-((((3'-chloro-2'-(2-chloro-3-((3-fluoro-4-(((((S)-oxetan-2-yl)methyl)amino)methyl)pyridin-2-yl)amino)phenyl)-6-methoxy-[2,4'-bipyridin]-5-yl)methyl)amino)methyl)pyrrolidin-2-one